(R)-1-[8-((R)-1-phenyl-propylcarbamoyl)-3,4-dihydro-1H-pyrrolo[2,1-c][1,4]oxazine-6-carbonyl]-pyrrolidine-2-carboxylic acid ethyl ester C(C)OC(=O)[C@@H]1N(CCC1)C(=O)C1=CC(=C2COCCN21)C(N[C@H](CC)C2=CC=CC=C2)=O